2-chloro-N4-(4-chloro-3-(pyrrolidin-1-ylmethyl)benzyl)quinolin-3,4-diamine ClC1=NC2=CC=CC=C2C(=C1N)NCC1=CC(=C(C=C1)Cl)CN1CCCC1